C(=O)(O)C1=CC(=C(C(=O)NC(C2=C(C(=CC(=C2)O)C(=O)O)O)=O)C=C1O)O N-(4-carboxy-2,5-dihydroxybenzoyl)3-carboxy-2,5-dihydroxybenzamide